C(#N)C=C(C(=O)OCC)[O-].[K+] potassium 1-cyano-3-ethoxy-3-oxoprop-1-en-2-olate